O[C@H](CNCC1CC=2C=CC=C(C2C1)C#N)[C@H]1CN(C(O1)=O)C=1C=CC2=C(NC(CO2)=O)C1 2-[[[(2R)-2-hydroxy-2-[(5R)-2-oxo-3-(3-oxo-4H-1,4-benzoxazin-6-yl)-1,3-oxazolidin-5-yl]ethyl]amino]methyl]-2,3-dihydro-1H-indene-4-carbonitrile